7-((5-((3R,4R)-4-fluoro-3-hydroxypiperidin-1-yl)pyridin-2-yl)amino)-4-(imidazo[1,2-a]pyrazin-3-yl)isoindolin-1-one F[C@H]1[C@@H](CN(CC1)C=1C=CC(=NC1)NC=1C=CC(=C2CNC(C12)=O)C1=CN=C2N1C=CN=C2)O